CC(CCCCCC)Br 1-methylheptylbromide